BrC1=CC=C2C(=N1)NC=C2S(=O)(=O)NC2=NC(=C(C(=N2)OC)OCC(F)F)OC 6-bromo-N-[5-(2,2-difluoroethoxy)-4,6-dimethoxy-pyrimidin-2-yl]-1H-pyrrolo[2,3-b]pyridine-3-sulfonamide